2-AMINO-5-NITROPHENOL NC1=C(C=C(C=C1)[N+](=O)[O-])O